C(C)OC1(CC1)O[Si](C)(C)C (1-ethoxycyclopropyloxy)trimethylsilicon